NC1=NC=C(C(=N1)C(F)F)C1=NC(=NC(=N1)N1CCOCC1)N1CCN(CC1)C(CCC(=O)O)=O 4-(4-(4-(2-amino-4-(difluoromethyl)pyrimidin-5-yl)-6-morpholino-1,3,5-triazin-2-yl)piperazin-1-yl)-4-oxobutanoic acid